2-chloro-4-((2-isopropyl-4-methylpyridin-3-yl)amino)pyrimidine-5-carboxylic acid ethyl ester C(C)OC(=O)C=1C(=NC(=NC1)Cl)NC=1C(=NC=CC1C)C(C)C